C(C1=CC=CC=C1)C1=C(CC2=CC=CC=C12)C1=CC=CC=C1 3-Benzyl-2-phenyl-1H-inden